N[C@H]1CS(C2=C(N(C1=O)CC1=CC=C(C=C1)Cl)C=C(C(=C2)F)C=2OC(=NN2)N2CC(C(CC2)(F)F)CO)(=O)=O (3R)-3-amino-5-[(4-chlorophenyl)methyl]-7-[5-[4,4-difluoro-3-(hydroxymethyl)-1-piperidyl]-1,3,4-oxadiazol-2-yl]-8-fluoro-1,1-dioxo-2,3-dihydro-1lambda6,5-benzothiazepin-4-one